C1(CC1)C=1C=CC=2N(C1)C=C(N2)CNC=2C=CC(=C(C2)N(C(=O)[C@@H]2[C@H](C2)C2=NC=CC(=N2)C)C)S(N)(=O)=O (1S,2S)-N-(5-(((6-cyclopropylimidazo[1,2-a]pyridin-2-yl)methyl)amino)-2-sulfamoylphenyl)-N-methyl-2-(4-methylpyrimidin-2-yl)cyclopropane-1-carboxamide